ClC1([C@H]([C@@H]1C1=CC(=CC(=C1)S(F)(F)(F)(F)F)Cl)C(=O)O)Cl trans-2,2-Dichloro-3-(3-chloro-5-(pentafluoro-λ6-sulfanyl)phenyl)cyclopropane-1-carboxylic acid